C(C)C(C(C(C(=O)O)(CC)CC)(C(=O)O)O)C(=O)O.C(CC(O)(C(=O)OCC)CC(=O)OCC)(=O)OCC Triethyl citrate (triethyl 2-hydroxypropane-1,2,3-tricarboxylate)